ClC=1C=C2C(=NC1)NC=C2/C=C(/C(=O)N[C@H](CC)C2=CC=CC=C2)\C#N (R,E)-3-(5-chloro-1H-pyrrolo[2,3-b]pyridin-3-yl)-2-cyano-N-(1-phenylpropyl)acrylamide